(3-methylbut-3-en-1-yl)benzene CC(CCC1=CC=CC=C1)=C